ClC1=CC=C(CN(C(=O)N2[C@H]3[C@H](N(C[C@@H]2CC3)C(N(C3=CC=CC=C3)C3=CC=CC=C3)=O)C(=O)O)CC)C=C1 (1R,2S,5S)-8-((4-chlorobenzyl)(ethyl)carbamoyl)-3-(diphenylcarbamoyl)-3,8-diazabicyclo[3.2.1]octane-2-carboxylic acid